C(#N)C1=CC(=NC=C1)NC(C1=C(C=CC=C1)OC)=O N-(4-cyanopyridin-2-yl)-2-methoxybenzamid